C1=CC(=CC=2SC3=C(C21)C=CC=C3)C3=NC(=NC(=N3)C=3C=CC2=C(SC1=C2C=CC=C1)C3)C=3C=CC1=C(SC2=C1C=CC=C2)C3 2,4,6-tris(dibenzothiophen-3-yl)-1,3,5-triazine